2-(2-chloropyridin-3-yl)-N-{3-sulfamoyl-4-[4-(trifluoromethyl)-1H-pyrazole-1-yl]phenyl}acetamide ClC1=NC=CC=C1CC(=O)NC1=CC(=C(C=C1)N1N=CC(=C1)C(F)(F)F)S(N)(=O)=O